(2-((2-chloro-5-nitrophenoxy)methoxy)ethyl)trimethylsilane ClC1=C(OCOCC[Si](C)(C)C)C=C(C=C1)[N+](=O)[O-]